FC(CN1N=CC(=C1)C1=NC=CC(=N1)C1(C=C(C(=CN1)C1=NC=C(C=C1)OC1CCN(CC1)CCF)NC1CCC(CC1)F)N)F 6'-(2-(1-(2,2-Difluoroethyl)-1H-pyrazol-4-yl)pyrimidin-4-yl)-N4'-((1s,4s)-4-fluorocyclohexyl)-5-((1-(2-fluoroethyl)piperidin-4-yl)oxy)-[2,3'-bipyridine]-4',6'-diamine